4-nitro-2-((1R,5S)-3-azaspiro[bicyclo[3.2.1]octane-8,1'-cyclopropane]-3-yl)benzoic acid [N+](=O)([O-])C1=CC(=C(C(=O)O)C=C1)N1C[C@@H]2CC[C@H](C1)C21CC1